O=C1C(=CN=C(N1CC(=O)O)C1=CC=CC=C1)NC(C1=CC(=CC=C1)C=1SC=CN1)=O 2-(6-oxo-2-phenyl-5-(3-(thiazol-2-yl)benzoylamino)pyrimidin-1(6H)-yl)acetic acid